8-chloro-2-[4-hydroxy-2-[(4-methoxyphenyl)methoxy]phenyl]chromen-4-one ClC=1C=CC=C2C(C=C(OC12)C1=C(C=C(C=C1)O)OCC1=CC=C(C=C1)OC)=O